[Na+].S(=O)(=O)(OCC=1C(O)=CC=CC1)[O-] salicyl sulfate, sodium salt